(1R,2S,3R,5R)-3-(4-amino-5-(thiazol-2-yl)-7H-pyrrolo[2,3-d]pyrimidin-7-yl)-5-phenylcyclopentane-1,2-diol NC=1C2=C(N=CN1)N(C=C2C=2SC=CN2)[C@H]2[C@@H]([C@@H]([C@H](C2)C2=CC=CC=C2)O)O